ClC=1C=C(C(=CC1)C1=C(C=CC=C1)N1C2=CC=CC=C2C=2C=CC(=CC12)C1=CC=CC=C1)C1=CC=CC=C1 9-(4'-chloro-[1,1':2',1''-terphenyl]-2-yl)-2-phenyl-9H-carbazole